C(C)O[Si](CC(CCCCCC)[Si](OCC)(OCC)OCC)(OCC)OCC 1,2-bis-triethoxysilyloctane